FC1=C(C=CC(=C1)F)C1=CN=C(N1)[C@H]1[C@@H](CCC1)NC(=O)[C@H](CC(=O)N1[C@H](CCCC1)CC)NC(CCC(C)C)=O N-[(1S)-1-[[(1R,2R)-2-[5-(2,4-difluorophenyl)-1H-imidazol-2-yl]cyclopentyl]carbamoyl]-3-[(2S)-2-ethyl-1-piperidyl]-3-oxo-propyl]-4-methyl-pentanamide